(3-Ethynylphenyl)methanamine C(#C)C=1C=C(C=CC1)CN